(3-methoxy-4-(4-(methylamino)-5-(trifluoromethyl)pyrimidin-2-ylamino)phenyl)(morpholino)methanone COC=1C=C(C=CC1NC1=NC=C(C(=N1)NC)C(F)(F)F)C(=O)N1CCOCC1